3-hydroxy-4-methyl-5-isobutyl-2(5H)-furanone OC=1C(OC(C1C)CC(C)C)=O